O=S.[Gd] Gadolinium oxy sulfide